O=C1N(C[C@@H](C1)CCC)C(C(=O)O)CC 2-((R)-2-oxo-4-propylpyrrolidinyl)butanoic acid